C(CCC)[C@@H]1N=C(OC1)CCCCC (S)-4-butyl-2-pentyl-4,5-dihydrooxazole